4-(4-(4-chlorophenoxy)phenyl)-1H-1,2,3-triazole-5-carboxylic acid ClC1=CC=C(OC2=CC=C(C=C2)C=2N=NNC2C(=O)O)C=C1